C(C)(C)(C)OC(=O)\N=N\C(=O)OC(C)(C)C (E)-N-[[(tert-butoxy)carbonyl]imino](tert-butoxy)carboxamide